8-(hept-6-en-1-yl)-3,9-dimethoxybenzo[5,6]oxazepin C(CCCCC=C)C1=C(C2=C(C=CC(=NO2)OC)C=C1)OC